di(2,6-diethylphenyl)bis(propoxymethyl)silane C(C)C1=C(C(=CC=C1)CC)[Si](COCCC)(COCCC)C1=C(C=CC=C1CC)CC